2-bromo-3-methyl-5-(2-methyl-4-(6-(trifluoromethyl)quinazolin-2-yl)phenyl)-6,7-dihydropyrazolo[1,5-a]pyrazin-4(5H)-one BrC1=NN2C(C(N(CC2)C2=C(C=C(C=C2)C2=NC3=CC=C(C=C3C=N2)C(F)(F)F)C)=O)=C1C